glucosamine potassium sulfate salt S(=O)(=O)([O-])[O-].[K+].OC1[C@H](N)[C@@H](O)[C@H](O)[C@H](O1)CO.[K+]